N1=NC(=CC=C1)SC1CCC(CC1)=O 4-(pyridazinylthio)cyclohexanone